4-(4-amino-3-methyl-phenyl)piperazine-1-carboxylic acid benzyl ester C(C1=CC=CC=C1)OC(=O)N1CCN(CC1)C1=CC(=C(C=C1)N)C